NC1=CC=C(C=C1)N1C(COCC1)C(=O)O 4-(4-aminophenyl)morpholine-3-carboxylic acid